tert-butyl (2-((4-amino-2-((methylsulfinyl)methyl)phenyl)(methyl)amino)ethyl)(methyl)carbamate NC1=CC(=C(C=C1)N(CCN(C(OC(C)(C)C)=O)C)C)CS(=O)C